C(C)(C)(C)OC(=O)N1CCC(CC1)(C=1OC2=C(N1)C=C(C=C2)C)O 4-hydroxy-4-(5-methyl-1,3-benzoxazol-2-yl)piperidine-1-carboxylic acid tert-butyl ester